(R)-N-(3-methyl-1-oxo-1-((2-phenoxyphenyl)amino)butan-2-yl)-1-naphthamide CC([C@H](C(NC1=C(C=CC=C1)OC1=CC=CC=C1)=O)NC(=O)C1=CC=CC2=CC=CC=C12)C